OC1=NC=C2CCCN(C2=C1)C=1C=C(C2=C(N(C(N2C)=O)C)C1)C(C)C 6-(7-hydroxy-3,4-dihydro-1,6-naphthyridin-1(2H)-yl)-4-isopropyl-1,3-dimethyl-1,3-dihydro-2H-benzo[d]imidazol-2-one